3-chloro-1,1-dimethoxypropane ClCCC(OC)OC